2,5-dichloro-6-(5-methyl-1H-indazol-4-yl)pyrimidine-4-carboxylic acid methyl ester COC(=O)C1=NC(=NC(=C1Cl)C1=C2C=NNC2=CC=C1C)Cl